(S)-(1-(6-(1-methyl-1H-pyrazol-5-yl)pyrimidin-4-yl)piperidin-4-yl)(3-(pyrazin-2-yl)isoxazolidin-2-yl)methanone CN1N=CC=C1C1=CC(=NC=N1)N1CCC(CC1)C(=O)N1OCC[C@H]1C1=NC=CN=C1